2,5-bis[(4-(diethylamino)phenyl)methylene]cyclopentanone tert-Butyl-[3-({(1R)-1-[4-benzyl-1-(2,5-difluorophenyl)-1H-pyrazol-3-yl]-2,2-dimethylpropyl}amino)propyl]carbamat C(C)(C)(C)N(C(O)=O)CCCN[C@H](C(C)(C)C)C1=NN(C=C1CC1=CC=CC=C1)C1=C(C=CC(=C1)F)F.C(C)N(C1=CC=C(C=C1)C=C1C(C(CC1)=CC1=CC=C(C=C1)N(CC)CC)=O)CC